FC1=CC=C2C([C@H](CN3C2=C1C=C3)N(C)C)C (5R)-9-fluoro-N,N,6-trimethyl-5,6-dihydro-4H-pyrrolo[3,2,1-ij]quinolin-5-amine